(E)-1-(3-methoxy-4-difluoromethoxy-styryl)-2,6-dimethylpyridin-4(1H)-one COC=1C=C(/C=C/N2C(=CC(C=C2C)=O)C)C=CC1OC(F)F